ClC=1C=C(C=CC1F)NC(=O)C=1C2=C(C=NC1)C(CC2)NS(=O)(=O)C2CC2 N-(3-chloro-4-fluorophenyl)-7-(cyclopropanesulfonamido)-6,7-dihydro-5H-cyclopenta[c]pyridine-4-carboxamide